C1(CC1)C=1C=2N(C=C(N1)C)N=C(C2)C=2N=C1N(C(C2)=O)C=C(C=C1)N1CCN(CC1)CCO 2-(4-cyclopropyl-6-methylpyrazolo[1,5-a]pyrazin-2-yl)-7-[4-(2-hydroxyethyl)piperazin-1-yl]-4H-pyrido[1,2-a]pyrimidin-4-one